4-(8-((benzyloxy)carbonyl)-3,8-diazabicyclo[3.2.1]octan-3-yl)-2-(((2R,7aS)-2-fluorotetrahydro-1H-pyrrolizin-7a(5H)-yl)methoxy)-5,8-dihydropyrido[3,4-d]pyrimidine-7(6H)-carboxylate C(C1=CC=CC=C1)OC(=O)N1C2CN(CC1CC2)C=2C1=C(N=C(N2)OC[C@]23CCCN3C[C@@H](C2)F)CN(CC1)C(=O)[O-]